4-(2-{2-chloro-5-[(3,3,3-trifluoro-2,2-dimethylpropionylamino)methyl]phenyl}-6-oxo-1,6-dihydropyrimidin-4-yl)-N,N-dimethylbenzamide ClC1=C(C=C(C=C1)CNC(C(C(F)(F)F)(C)C)=O)C=1NC(C=C(N1)C1=CC=C(C(=O)N(C)C)C=C1)=O